C(CC)(=O)O[C@H]1CC2[C@@H]3C=CC[C@@H]3C1C2 (3aR,6S,7aS)-3a,4,5,6,7,7a-hexahydro-1H-4,7-methanoinden-6-yl propionate